OC1CCC2=CC=C(C=C12)NC(C=C)=O N-(3-hydroxyindan-5-yl)prop-2-enamide